(Z)-hex-3-enyl acetate Cis-3-Hexenyl-Acetate C(C\C=C/CC)CC(=O)O.C(C)(=O)OCC\C=C/CC